C(C)(=O)C=1C=C(C=C2C(C=C(OC12)SCC)=O)F 8-Acetyl-2-ethylsulfanyl-6-fluoro-chromen-4-one